ClC1=CC=C(C=C1)[C@@]1(N(C(C2=CC(=CC=C12)C(C)(C)O)=O)CC1=CC=C(C=C1)Cl)OCC1(CC1)C(=O)O 1-({[(1R)-1-(4-chlorophenyl)-2-[(4-chlorophenyl)methyl]-5-(2-hydroxypropan-2-yl)-3-oxo-2,3-dihydro-1H-isoindol-1-yl]oxy}methyl)cyclopropane-1-carboxylic acid